O=C1C(NC(CC1)(C)C)(C)C Oxo-2,2,6,6-tetramethylpiperidine